2-((8-(bis(4-methoxybenzyl)amino)-6-(3-cyano-2-fluorophenyl)-[1,2,4]triazolo[1,5-a]pyrazin-2-yl)methyl)pyrrolidine-1-carboxylic acid tert-butyl ester C(C)(C)(C)OC(=O)N1C(CCC1)CC1=NN2C(C(=NC(=C2)C2=C(C(=CC=C2)C#N)F)N(CC2=CC=C(C=C2)OC)CC2=CC=C(C=C2)OC)=N1